5-Chloro-1H-benzol ClC=1C=CCCC1